C(C1=CC=CC=C1)OC(=O)N1C[C@@](CC1)(C(=O)O)C (3R)-1-benzyloxycarbonyl-3-methyl-pyrrolidine-3-carboxylic acid